octa-5,7-dien-3-yn-1-ol C(CC#CC=CC=C)O